COC1=CC=C(COC2=CC(=NC=C2C=2NC=C(C2)C(F)(F)F)CO)C=C1 (4-((4-methoxybenzyl)oxy)-5-(4-(trifluoromethyl)-1H-pyrrol-2-yl)pyridin-2-yl)methanol